NC1CC(N(CC1)C)=O 4-amino-1-methyl-piperidin-2-one